C(=CCC)C1=NC(=CC=C1NC(OC(C)(C)C)=O)OC tert-Butyl (2-(but-ene-1-yl)-6-methoxypyridin-3-yl)carbamate